COC1=CC=C(C=C1)C1=NOC(=N1)N1CCC(CC1)C(=O)NCC1CN(CC1)CC1=NC=C(C=C1)C 1-(3-(4-Methoxyphenyl)-1,2,4-oxadiazol-5-yl)-N-((1-((5-Methylpyridin-2-yl)methyl)pyrrolidin-3-yl)methyl)piperidin-4-carboxamid